FC1=CC=C(CN2C[C@H](CCC2)C2=CC=NC=3N2N=C(C3CNCC3CCOCC3)C)C=C1 (S)-1-(7-(1-(4-Fluorobenzyl)piperidin-3-yl)-2-methylpyrazolo[1,5-a]pyrimidin-3-yl)-N-((tetrahydro-2H-pyran-4-yl)methyl)methanamine